N1(N=CC=C1)C1=CC=C(N=N1)CN1C(C(N(C=C1)C1CCC1)=O)=O 1-((6-(1H-pyrazol-1-yl)pyridazin-3-yl)methyl)-4-cyclobutyl-1,4-dihydropyrazine-2,3-dione